NC1(CCN(CC1)C(=O)OC(C)(C)C)C1=C(C=CC(=C1)Cl)Br tert-butyl 4-amino-4-(2-bromo-5-chloro-phenyl)piperidine-1-carboxylate